C(CCC)OC=1OC2=CC=C(C=C2C(C1CCC)=O)I 2-butoxy-6-iodo-3-propylchromen-4-one